2-trimethylsilylethyl N-[2-[2-[2-[[4-[[(7S)-8-cyclopentyl-7-ethyl-5-methyl-6-oxo-7H-pteridin-2-yl]amino]-3-methoxy-benzoyl]amino]ethoxy]ethoxy]ethyl]-N-methyl-carbamate C1(CCCC1)N1[C@H](C(N(C=2C=NC(=NC12)NC1=C(C=C(C(=O)NCCOCCOCCN(C(OCC[Si](C)(C)C)=O)C)C=C1)OC)C)=O)CC